C1CN(CCC12CCNCC2)C(=O)C=2C=C(C=CC2)N2C(NC(CC2)=O)=O 1-(3-{3,9-Diazaspiro[5.5]undecane-3-carbonyl}phenyl)-1,3-diazinane-2,4-dione